FC(COC1=C(C=CC=C1)C=1C(C(=CN(N1)C(F)F)C(=O)NC1=CC=C(C=C1)OCC(C)(C)O)=O)F 6-[2-(2,2-difluoroethoxy)phenyl]-2-(difluoromethyl)-N-[4-(2-hydroxy-2-methylpropoxy)phenyl]-5-oxo-2,5-dihydropyridazine-4-carboxamide